mannosyl alcohol C1([C@@H](O)[C@@H](O)[C@H](O)[C@H](O1)CO)O